N-[(1S)-1-[[(1S)-2-cyano-1-[[(3S)-2-oxopyrrolidin-3-yl]methyl]-2-[[(1S)-1-phenylethyl]amino]ethyl]carbamoyl]-3-methyl-butyl]-4-methoxy-1H-indole-2-carboxamide C(#N)C([C@H](C[C@H]1C(NCC1)=O)NC(=O)[C@H](CC(C)C)NC(=O)C=1NC2=CC=CC(=C2C1)OC)N[C@@H](C)C1=CC=CC=C1